OC1=C(C(N(C=C1)C)=O)NC(N[C@@H](CC(=O)OCC)C1=CC(=CC=C1)CC1=CC(=CC=C1)C)=O ethyl (S)-3-(3-(4-hydroxy-1-methyl-2-oxo-1,2-dihydropyridin-3-yl)ureido)-3-(3-(3-methylbenzyl) phenyl)propanoate